4-((4-((3,4-dichloro-2-fluorophenyl)amino)pyrido[3,4-d]pyrimidin-6-yl)amino)piperidine-1-carboxylic acid tert-butyl ester C(C)(C)(C)OC(=O)N1CCC(CC1)NC1=CC2=C(N=CN=C2NC2=C(C(=C(C=C2)Cl)Cl)F)C=N1